2,4-dihydroxyl-6-phenyl-1,3,5-triazine OC1=NC(=NC(=N1)O)C1=CC=CC=C1